CN(CCN(C1=C(C=C(C(=C1)OC)NC1=NC=NC(=N1)N1CC2(C3=NC(=CC=C31)C)CC2)[N+](=O)[O-])C)C N1-(2-(dimethylamino)ethyl)-5-methoxy-N1-methyl-N4-(4-(5'-methylspiro[cyclopropane-1,3'-pyrrolo[3,2-b]pyridin]-1'(2'H)-yl)-1,3,5-triazin-2-yl)-2-nitrobenzene-1,4-diamine